C12(CC(C1)C2)C2=NOC(=C2)N 3-[bicyclo[1.1.1]pentan-1-yl]-1,2-oxazol-5-amine